(S)-quinuclidin-3-yl (5-(2-chloro-3-methoxyphenyl)-2,2-dimethyl-2,3-dihydro-1H-inden-1-yl)carbamat ClC1=C(C=CC=C1OC)C=1C=C2CC(C(C2=CC1)NC(O[C@@H]1CN2CCC1CC2)=O)(C)C